ClC=1C=C(C=CC1F)[C@H]1CC[C@H]2N(CCN(C2)C(=O)C=2C=C3C(=NNC3=CC2)C)C1 [(7R,9aR)-7-(3-chloro-4-fluorophenyl)-1,3,4,6,7,8,9,9a-octahydropyrido[1,2-a]pyrazin-2-yl]-(3-methyl-1H-indazol-5-yl)methanone